difurfuryl-1,3-propylenediamine C(C1=CC=CO1)NCCCNCC1=CC=CO1